FC1=C(C=C(C(=C1)OC)[N+](=O)[O-])[N+](=O)[O-] 4-fluoro-6-methoxy-1,3-dinitrobenzene